6-chloro-4,4-dimethyl-2,3-dihydro-2,7-naphthyridin-1-one ClC=1C=C2C(CNC(C2=CN1)=O)(C)C